C12CC(CC2C1)OC1=C(C=C(C=C1)NC(=O)C=1N=C(OC1CC(F)(F)F)N1CC(C1)(OC)CC)F N-(4-(cis-bicyclo[3.1.0]hexan-3-yloxy)-3-fluorophenyl)-2-(3-ethyl-3-methoxyazetidin-1-yl)-5-(2,2,2-trifluoroethyl)oxazole-4-carboxamide